ClCOC(=O)NC[C@H]1N(CCC1)C(=O)OCC1=CC=CC=C1 benzyl (S)-2-((((chloromethoxy)carbonyl)amino)methyl)pyrrolidine-1-carboxylate